C(CCCCCCCCCCC)N1CC=CC2=CC=CC=C12 1-n-dodecylquinoline